CC=1SC2=C(N1)COCC2 methyl-6,7-dihydro-4H-pyrano[3,4-d]thiazol